N1(CCOCC1)CCNC(C1=CC=C(C=C1)NC(CCCC)=O)=O N-(2-morpholin-4-ylethyl)-4-(pentanoylamino)benzamide